4-(2,4-difluorobenzyloxy)-3-bromo-1-(2-((dimethylamino)methyl)-4-methylpyrimidin-5-yl)-6-methylpyridin-2(1H)-one FC1=C(COC2=C(C(N(C(=C2)C)C=2C(=NC(=NC2)CN(C)C)C)=O)Br)C=CC(=C1)F